3-(2-bromoethyl)phenol BrCCC=1C=C(C=CC1)O